5-((3,5-dimethoxybenzyl)amino)-N-(3-(trifluoromethyl)phenyl)benzofuran-2-carboxamide COC=1C=C(CNC=2C=CC3=C(C=C(O3)C(=O)NC3=CC(=CC=C3)C(F)(F)F)C2)C=C(C1)OC